(R)-5-chloro-2-(4,4-difluoroazepan-1-yl)-4-fluoro-N-(3-(S-methylsulfonimidoyl)phenyl)nicotinamide ClC=1C=NC(=C(C(=O)NC2=CC(=CC=C2)[S@@](=O)(=N)C)C1F)N1CCC(CCC1)(F)F